C=C=C=C=C=C=C=C=C=C=C=C=C=C=C=C=C=CCCCCCC tetracosaheptadecen